C(C1=CC=CC=C1)N1CC(C(C1)(F)F)C=1C=CC(=NC1)OC 5-(1-benzyl-4,4-difluoropyrrolidin-3-yl)-2-methoxypyridine